FC(C1=CC=C(C=C1)C1=COC2(C1)CN(CC2)C(=O)OC(C)(C)C)(F)F tert-butyl 3-(4-(trifluoromethyl) phenyl)-1-oxa-7-azaspiro[4.4]non-2-ene-7-carboxylate